OC=1C=CC(N(N1)C)=O 6-hydroxy-2-methylpyridazin-3(2H)-one